(Z)-4-((2-(2,4-dichlorobenzyloxy)benzylidene)amino)-N,N-dimethylaniline ClC1=C(COC2=C(\C=N/C3=CC=C(N(C)C)C=C3)C=CC=C2)C=CC(=C1)Cl